N1N=NC(C1)=O 1H-1,2,3-triazolone